(R)-N-(3-(3-chloro-2-methylphenyl)pyrrolidin-3-yl)-3-fluoroquinolin ClC=1C(=C(C=CC1)[C@]1(CNCC1)N1CC(=CC2=CC=CC=C12)F)C